tert-Butyl phenyl(4-(2,2,2-trifluoroethoxy)-1,2,5-oxadiazole-3-carbonyl)carbamate C1(=CC=CC=C1)N(C(OC(C)(C)C)=O)C(=O)C1=NON=C1OCC(F)(F)F